N-{8-cyano-2-methylimidazo[1,2-a]pyrazin-6-yl}-2-methyl-4-(piperazin-1-yl)indazole-7-carboxamide C(#N)C=1C=2N(C=C(N1)NC(=O)C1=CC=C(C3=CN(N=C13)C)N1CCNCC1)C=C(N2)C